tert-butyl (4R)-4-[2-[3-(4-amino-1-tert-butyl-pyrazolo[3,4-d]pyrimidin-3-yl)-5-cyclopropyl-isoxazol-4-yl]pyrimidin-5-yl]-3,3-dimethyl-piperidine-1-carboxylate NC1=C2C(=NC=N1)N(N=C2C2=NOC(=C2C2=NC=C(C=N2)[C@H]2C(CN(CC2)C(=O)OC(C)(C)C)(C)C)C2CC2)C(C)(C)C